5-(tert-butyl)-N-(4-(3-cyano-5-(piperazin-1-yl)pyridin-4-yl)-2-methylbenzyl)-1,2,4-oxadiazole-3-carboxamide hydrochloride Cl.C(C)(C)(C)C1=NC(=NO1)C(=O)NCC1=C(C=C(C=C1)C1=C(C=NC=C1N1CCNCC1)C#N)C